FC1=C(C(=NC(=N1)C=1SC(=CC1)SC)OC)C(F)(F)F 6-fluoro-4-methoxy-2-[5-(methylsulfanyl)-2-thienyl]-5-(trifluoromethyl)pyrimidine